Cl.Cl.CN1C[C@@H]2[C@H](C1)CN(C2)C=2SC1=C(N2)SC(=N1)C1=C(C=C(C=C1)C=1C=NNC1)O 2-{5-[(3aR,6aS)-5-Methylhexahydropyrrolo[3,4-c]pyrrol-2(1H)-yl][1,3]thiazolo[5,4-d][1,3]thiazol-2-yl}-5-(1H-pyrazol-4-yl)phenol Dihydrochlorid